4-((1S,4s)-4-((R)-1-(5,6-dichloro-1H-benzo[d]imidazol-2-yl)ethyl)cyclohexyl)-6-fluoroquinoline ClC1=CC2=C(NC(=N2)[C@@H](C)C2CCC(CC2)C2=CC=NC3=CC=C(C=C23)F)C=C1Cl